9H-dibenzo[b,d]pyran-9-ol C1=CC=CC=2OC=C3C(C21)=CC(C=C3)O